1-cyclopropyl-8-chloro-6-fluoro-1,4-dihydro-7-((3S)-3-hydroxypyrrolidinyl)-4-oxo-3-quinolinecarboxylic acid C1(CC1)N1C=C(C(C2=CC(=C(C(=C12)Cl)N1C[C@H](CC1)O)F)=O)C(=O)O